N1C2N(CC1=O)C(CC2)=O dihydro-1H-pyrrolo[1,2-a]imidazole-2,5(3H,6H)-dione